tert-butyl [(6-chloro-1-oxo-2,3-dihydro-1H-pyrrolo[3,4-c]pyridin-4-yl)methyl]methylcarbamate ClC1=CC2=C(C(=N1)CN(C(OC(C)(C)C)=O)C)CNC2=O